(7-(3-(Dimethylamino)-4-(trifluoromethyl)phenyl)-2-azaspiro[3.5]nonan-2-yl)((1s,3s)-3-hydroxy-3-methylcyclobutyl)methanone CN(C=1C=C(C=CC1C(F)(F)F)C1CCC2(CN(C2)C(=O)C2CC(C2)(C)O)CC1)C